N-(2-Chloro-3-{(4S)-2-imino-4-methyl-1-[(2R*,4R*)-2-methyl-tetrahydropyran-4-yl]-6-oxo-hexahydropyrimidin-4-yl}phenyl)-1,5-naphthyridine-3-carboxamide trifluoroacetic acid salt FC(C(=O)O)(F)F.ClC1=C(C=CC=C1[C@]1(NC(N(C(C1)=O)[C@H]1C[C@H](OCC1)C)=N)C)NC(=O)C=1C=NC2=CC=CN=C2C1 |o1:21,23|